(3-chloro-4-(1H-pyrazol-1-yl)phenyl)-1-(4-oxo-4H-pyrido[1,2-a]pyrimidin-9-yl)-5-cyclopropyl-1H-pyrazole-4-carboxamide ClC=1C=C(C=CC1N1N=CC=C1)C1=NN(C(=C1C(=O)N)C1CC1)C1=CC=CN2C1=NC=CC2=O